1-(trans-2-cyanocyclopentyl)-3-[(3,4-diethyl-2-hydroxy-1,2-benzoxaborole-6-yl)amino]pyrazole-4-carboxamide 1-Ethylcyclohexanecarboxylate C(C)C1(CCCCC1)C(=O)O.C(#N)[C@H]1[C@@H](CCC1)N1N=C(C(=C1)C(=O)N)NC1=CC2=C(C(B(O2)O)CC)C(=C1)CC